2-chloro-4-fluoro-N-hexadecylaniline ClC1=C(NCCCCCCCCCCCCCCCC)C=CC(=C1)F